CC1OCCC1C 2,3-dimethylTetrahydrofuran